C(C)(C)(C)OC(=O)N1C(CCCC1)=O N-tert-butyloxycarbonyl-piperidone